1-({[(2-{6-Cyclopropyl-4-[4-fluoro-2-(4-methyl-1,2,4-triazol-3-yl)phenyl]pyridin-2-yl}-1,3-benzoxazol-5-yl)methyl]amino}methyl)cyclopentan-1-ol C1(CC1)C1=CC(=CC(=N1)C=1OC2=C(N1)C=C(C=C2)CNCC2(CCCC2)O)C2=C(C=C(C=C2)F)C2=NN=CN2C